(3R,4S)-3-amino-1-(N-(azetidin-3-yl)-N-phenylsulfamoyl)-4-(3-boronopropyl)pyrrolidine-3-carboxylic acid, 2,2,2-trifluoroacetic acid salt FC(C(=O)O)(F)F.N[C@]1(CN(C[C@@H]1CCCB(O)O)S(N(C1=CC=CC=C1)C1CNC1)(=O)=O)C(=O)O